C(CCCCCCCCC=C)[Si](OC)(OC)OC 10-Undecenyltrimethoxysilan